CC=1OC2=C(N1)C=CC(=C2)C=2C=C1C(NC(=NC1=CC2)C2CCN(CC2)C)=O 6-(2-methyl-1,3-benzoxazol-6-yl)-2-(1-methylpiperidin-4-yl)quinazolin-4(3H)-one